2-tert-Butyl-6-[1-(2-fluoro-6-methyl-phenyl)-piperidin-4-yl]-4-(2-trifluoromethyl-benzyl)-2,4,6,7-tetrahydro-pyrazolo[4,3-d]pyrimidin-5-on C(C)(C)(C)N1N=C2C(N(C(N(C2)C2CCN(CC2)C2=C(C=CC=C2C)F)=O)CC2=C(C=CC=C2)C(F)(F)F)=C1